C(C1=CC=CC=C1)OC1C(N(C2=CC=C(C=C2C1=O)I)CC(CC)C)=O (benzyloxy)-6-iodo-1-(2-methylbutyl)quinoline-2,4(1H,3H)-dione